NC1=CC=C(C=C1)C1=NC(=NC=C1)N(S(=O)(=O)CCC)C=1C=NN(C1)C N-(4-(4-aminophenyl)pyrimidin-2-yl)-N-(1-methyl-1H-pyrazol-4-yl)propane-1-sulfonamide